BrC1=CSC2=C1N(C(=C2)C2=NC1=C(N2C)C(=CC(=C1)C(=O)N1[C@@H]2CC[C@H](C1)[C@H]2NC(OC(C)(C)C)=O)OC)CC2CC2 tert-Butyl ((1R,4R,7R)-2-(2-(3-bromo-4-(cyclopropylmethyl)-4H-thieno[3,2-b]pyrrol-5-yl)-7-methoxy-1-methyl-1H-benzo[d]imidazole-5-carbonyl)-2-azabicyclo[2.2.1]heptan-7-yl)carbamate